2-(dicyclohexylamino)-2-oxoethyl 5-(tetradecyloxy)furan-2-carboxylate C(CCCCCCCCCCCCC)OC1=CC=C(O1)C(=O)OCC(=O)N(C1CCCCC1)C1CCCCC1